C1(=CC=CC=C1)C1=NC(=NC(=N1)C1=CC=CC=C1)C1=CC(=CC2=C1SC1=C2C=CC=C1)N1C2=CC=CC=C2C=2C=CC(=CC12)C1=CC=CC=C1 9-[4-(4,6-diphenyl-1,3,5-triazin-2-yl)-2-dibenzothiophenyl]-2-phenyl-9H-carbazole